8-(2-chloroacetyl)-4-((5-(4-methoxyphenyl)furan-2-yl)methyl)-1-thia-4,8-diazaspiro[4.5]decan-3-one ClCC(=O)N1CCC2(N(C(CS2)=O)CC=2OC(=CC2)C2=CC=C(C=C2)OC)CC1